CNC(=O)C1=CC2=C(S1)C=CC=C2 benzo[b]thiophene-2-carboxylic acid methylamide